2-methyl-4-(4,4,5,5-tetramethyl-1,3,2-dioxaborolan-2-yl)pyrazole-3-carbaldehyde CN1N=CC(=C1C=O)B1OC(C(O1)(C)C)(C)C